C(C)OC(C(=C)C)=O.C(CC(=O)C)(=O)O Acetoacetic Acid Ethyl-Methacrylate